[N+](=O)([O-])C=1C=C(C=CC1)C1C(CC1)(C(=O)OC)C(=O)OC 1,1-dimethyl 2-(3-nitrophenyl)cyclobutane-1,1-dicarboxylate